C(C(C)C)(=O)OCCC1=CC=CC=C1 PHENETHYL ISOBUTYRATE